BrC1=C(C=C(OC2=C(C=C(C(=C2)C)[N+](=O)[O-])C2=CN(C3=C(N=CC=C32)OC)C)C=C1)F 3-(2-(4-bromo-3-fluorophenoxy)-4-methyl-5-nitrophenyl)-7-methoxy-1-methyl-1H-pyrrolo[2,3-c]pyridine